BrC1=CC(=CC=2C(N(CCOC21)CC2=NC(=CC(=C2)C)C)=O)CO 9-bromo-4-((4,6-dimethylpyridin-2-yl)methyl)-7-(hydroxymethyl)-3,4-dihydrobenzo[f][1,4]oxazepin-5(2H)-one